FC1=C(C(=C(C(=C1[B-](C1=C(C(=C(C(=C1F)F)F)F)F)(C1=C(C(=C(C(=C1F)F)F)F)F)C1=C(C(=C(C(=C1F)F)F)F)F)F)F)F)F.[CH+]1C=CC=CC=C1 (tropylium) tetrakis(pentafluorophenyl)borate